C(#N)C=1C=C(SC1)CNC(=O)[C@H]1N(CC2(OCCO2)C1)C(CNC(=O)C1=CC=C(C=C1)C=1C(=CC(=CC1)F)C(=O)OC)=O methyl (S)-4'-((2-(8-(((4-cyanothiophen-2-yl)methyl)carbamoyl)-1,4-dioxa-7-azaspiro[4.4]nonan-7-yl)-2-oxoethyl)carbamoyl)-4-fluoro-[1,1'-biphenyl]-2-carboxylate